C(C)OC(\C=C(\C(C(OCC)OCC)C)/NCC1=CC=CC=C1)=O (Z)-3-(benzylamino)-5,5-diethoxy-4-methyl-2-pentenoic acid ethyl ester